C(#C)C1=C2C(=CC(=CC2=CC=C1F)O)C1=C(C=2N=C(N=C(C2C=N1)N1CC(CCCC1)CO)OC[C@]12[C@H](N(CCC1)C)CCC2)F 5-ethynyl-6-fluoro-4-(8-fluoro-4-(3-(hydroxymethyl)azepan-1-yl)-2-(((4aS,7aR)-1-methyloctahydro-4aH-cyclopenta[b]pyridin-4a-yl)methoxy)pyrido[4,3-d]pyrimidin-7-yl)naphthalen-2-ol